FC1=C(C(=O)N(C)C)C=CC=C1 fluoro-N,N-dimethylbenzamide